4-[2-[2-[1-[4-(trifluoromethoxy)phenyl]pyrazol-4-yl]-2,6-diazaspiro[3.3]heptan-6-yl]ethyl]morpholine FC(OC1=CC=C(C=C1)N1N=CC(=C1)N1CC2(C1)CN(C2)CCN2CCOCC2)(F)F